3-(3-cyclopropyl-phenoxy)-N-[2-(2,4-dichlorophenyl)-2-fluoro-ethyl]-5-(1,1-dimethylprop-2-ynoxy)pyridine-4-carboxamide C1(CC1)C=1C=C(OC=2C=NC=C(C2C(=O)NCC(F)C2=C(C=C(C=C2)Cl)Cl)OC(C#C)(C)C)C=CC1